Methylsorbat COC(\C=C\C=C\C)=O